ClC1=CC(=C2C(=N1)N(C=N2)C2S(CC2)(=O)=O)C (5-chloro-7-methyl-3H-imidazo[4,5-b]pyridin-3-yl)thietane 1,1-dioxide